Cl.NCC(=O)C1=CC=C(C=C1)F 2-Amino-1-(4-fluorophenyl)ethanone hydrochloride